tert-butyl 2-(((2-cyclopropyl-5-fluoro-4-((methylsulfonyl) carbamoyl) benzyl) oxy) methyl)-7-azaspiro[3.5]nonane-7-carboxylate C1(CC1)C1=C(COCC2CC3(C2)CCN(CC3)C(=O)OC(C)(C)C)C=C(C(=C1)C(NS(=O)(=O)C)=O)F